NC1=NC2=CC=C(C=C2C=C1Cl)C(=O)N([C@H](C)C1=NC=CC=N1)CC=1N=NC(=CC1)C=1CCOCC1 2-amino-3-chloro-N-((6-(3,6-dihydro-2H-pyran-4-yl)-3-pyridazinyl)methyl)-N-((1R)-1-(2-pyrimidinyl)ethyl)-6-quinolinecarboxamide